FC1=CC(=CC=2N(C(=NC21)C2=CC=C(C=C2)S(=O)(=O)C)C)C2CCN(CC2)C2CCN(CCC2)CC(C)C 4-Fluoro-6-(1-(1-isobutylazepan-4-yl)piperidin-4-yl)-1-methyl-2-(4-(methylsulfonyl)phenyl)-1H-benzo[d]imidazol